C(C)OC(CCC1=NC2=C(N1C1=CC(=CC=C1)Cl)C=CC(=C2)C(=O)N2CCCCC2)=O 3-(1-(3-chlorophenyl)-5-(piperidine-1-carbonyl)-1H-benzo[d]Imidazol-2-yl)propionic acid ethyl ester